CC1=C(C(=O)C2=C(C=CC=C2)P(=O)(C2=CC=CC=C2)Cl)C(=CC(=C1)C)C (2,4,6-trimethylbenzoyl)phenyl-phenylphosphinyl chloride